tert-Butyl 3-{1-[(4,4-difluorocyclohexyl)methyl]-4,6-difluoro-1H-indazol-3-yl}azetidine-1-carboxylate FC1(CCC(CC1)CN1N=C(C2=C(C=C(C=C12)F)F)C1CN(C1)C(=O)OC(C)(C)C)F